4-[2-chloro-7-[8-ethyl-7-fluoro-3-(methoxymethoxy)-1-naphthyl]-8-fluoro-pyrido[4,3-d]pyrimidin-4-yl]-6-methyl-1,4-oxazepan-6-ol ClC=1N=C(C2=C(N1)C(=C(N=C2)C2=CC(=CC1=CC=C(C(=C21)CC)F)OCOC)F)N2CCOCC(C2)(O)C